2-(2,4-dichlorophenoxy)acetic acid 2-(dimethylamino)ethyl ester CN(CCOC(COC1=C(C=C(C=C1)Cl)Cl)=O)C